FC(C(=O)O)(F)F.NC1CC(CCC1)C#N 3-aminocyclohexane-1-carbonitrile 2,2,2-trifluoroacetate